diiodo-(phenylmethylene)(tricyclohexyl-phosphine) ruthenium [Ru].IC1C(C(CCC1)(P(C1CCCCC1)C1CCCCC1)I)=CC1=CC=CC=C1